(E)-N-(4-(1-(6-(4-(4-((2-(2,6-dioxopiperidin-3-yl)-1,3-dioxoisoindolin-4-yl)oxy)butyl)piperazin-1-yl)pyridazine-3-carbonyl)piperidin-4-yl)butyl)-3-(pyridin-3-yl)acrylamide O=C1NC(CCC1N1C(C2=CC=CC(=C2C1=O)OCCCCN1CCN(CC1)C1=CC=C(N=N1)C(=O)N1CCC(CC1)CCCCNC(\C=C\C=1C=NC=CC1)=O)=O)=O